methyl 2-[4-[5-(tertbutoxycarbonylamino)pentyl]piperazin-1-yl]acetate C(C)(C)(C)OC(=O)NCCCCCN1CCN(CC1)CC(=O)OC